trimethyloctylammonium dimethyl-phosphate COP(=O)(OC)[O-].C[N+](CCCCCCCC)(C)C